NC1=C(C=C(C=N1)C=1C=C(C(=O)NC2CCN(CC2)C)C=CC1)OC(C)C1=C(C(=CC=C1F)F)Cl 3-{6-amino-5-[1-(2-chloro-3,6-difluoro-phenyl)-ethoxy]-pyridin-3-yl}-N-(1-methyl-piperidin-4-yl)-benzamide